3-[4-[8-chloro-7-[2-methyl-3-(2-trimethylsilylethoxymethyl)benzimidazol-5-yl]oxy-quinoxalin-2-yl]pyrazol-1-yl]-3-methyl-butanamide ClC=1C(=CC=C2N=CC(=NC12)C=1C=NN(C1)C(CC(=O)N)(C)C)OC1=CC2=C(N=C(N2COCC[Si](C)(C)C)C)C=C1